[N+](=O)([O-])C1=CC=C(OCCN)C=C1 4-nitrophenoxyethylamine